(E)-2-hexene-1-aldehyde C(\C=C\CCC)=O